tert-butyl 4-[7-({8-fluoro-2-methylimidazo[1,2-a]pyridin-6-yl}carbamoyl)-2-(2-hydroxy-2-methylpropyl) indazol-4-yl]piperazine-1-carboxylate FC=1C=2N(C=C(C1)NC(=O)C1=CC=C(C3=CN(N=C13)CC(C)(C)O)N1CCN(CC1)C(=O)OC(C)(C)C)C=C(N2)C